5,6-difluoro-2-(((tetrahydro-2H-pyran-4-yl)thio)methyl)quinazolin-4(3H)-one FC1=C2C(NC(=NC2=CC=C1F)CSC1CCOCC1)=O